Nα-acetyl-L-asparagine C(C)(=O)N[C@@H](CC(N)=O)C(=O)O